4-(2-bromo-5-chlorophenyl)-6-methoxypyrimidine BrC1=C(C=C(C=C1)Cl)C1=NC=NC(=C1)OC